(2E)-2-Isopropyl-5-methyl-2-hexenal C(C)(C)/C(/C=O)=C\CC(C)C